C(C)OC(C(C(=O)O)(C)C)=O 3-ethoxy-2,2-dimethyl-3-oxopropanoic acid